tert-butyl ((6-cyclopropyl-8-(3-(2-(2-methoxyethoxy)ethyl)-2,4-dioxoimidazolidin-1-yl)imidazo[1,2-a]pyridin-2-yl)methyl)carbamate C1(CC1)C=1C=C(C=2N(C1)C=C(N2)CNC(OC(C)(C)C)=O)N2C(N(C(C2)=O)CCOCCOC)=O